(3-(Decyloxy)-5-(undecyloxy)phenyl)methanol tert-butyl-2-(5-(2-((4-(trifluoromethyl)phenyl)amino)phenyl)-1,3,4-oxadiazol-2-yl)pyrrolidine-1-carboxylate C(C)(C)(C)C1(N(CCC1)C(=O)OCC1=CC(=CC(=C1)OCCCCCCCCCCC)OCCCCCCCCCC)C=1OC(=NN1)C1=C(C=CC=C1)NC1=CC=C(C=C1)C(F)(F)F